CC=1N=C(NC1C)C1=CC=CC(=N1)N1CCN(CCC1)C1CCN(CC1)C(C)C 1-[6-(4,5-Dimethyl-1H-imidazol-2-yl)pyridine-2-yl]-4-[1-(propan-2-yl)piperidin-4-yl]-1,4-diazepane